CN(CC1=CC=NC=C1)CC1=CC(=NC(=N1)N)NC1=CC=C(C=C1)C 6-((Methyl(pyridin-4-ylmethyl)amino)methyl)-N4-p-tolylpyrimidine-2,4-diamine